tris(3-methyl-2-phenylpyridine) iridium(III) [Ir+3].CC=1C(=NC=CC1)C1=CC=CC=C1.CC=1C(=NC=CC1)C1=CC=CC=C1.CC=1C(=NC=CC1)C1=CC=CC=C1